2,4,7-triazacyclononane C1NCNCCNCC1